4-((5-(4-oxopiperidin-1-yl)thiophen-2-yl)methylene)-3-(trifluoromethyl)isoxazol-5(4H)-one O=C1CCN(CC1)C1=CC=C(S1)C=C1C(=NOC1=O)C(F)(F)F